tert-Butyl (S,E)-(4-(2-cyano-4-(2-(1-ethyl-3-(trifluoromethyl)-1H-pyrazol-4-yl)phenyl)-4,7-dihydrothieno[2,3-c]pyridin-6(5H)-yl)-4-oxobut-2-en-1-yl)(ethyl)carbamate C(#N)C1=CC2=C(CN(C[C@H]2C2=C(C=CC=C2)C=2C(=NN(C2)CC)C(F)(F)F)C(/C=C/CN(C(OC(C)(C)C)=O)CC)=O)S1